The molecule is an icosanoid anion that is the conjugate base of 8(S),15(S)-DiHPETE, obtained by deprotonation of the carboxy group; major species at pH 7.3. It is an icosanoid anion, a hydroperoxy fatty acid anion, a long-chain fatty acid anion, a polyunsaturated fatty acid anion and a bis(hydroperoxy)icosatetraenoate. It derives from an arachidonate. It is a conjugate base of an 8(S),15(S)-DiHPETE. CCCCC[C@@H](/C=C/C=C\\C=C\\[C@H](C/C=C\\CCCC(=O)[O-])OO)OO